COC1=CC=C(C=C1)S(=O)(=NC(C1=CC=CC=C1)(C1=CC=CC=C1)C1=CC=CC=C1)N1[C@@H](CCC1)C(=O)O (4-methoxy-N-tritylphenylsulfonimidoyl)-L-proline